(S)-4-amino-5-oxo-5-{[2-({α-D-mannopyranosyl-(1→3)-[α-D-mannopyranosyl-(1-6)]-α-D-mannopyranosyl}oxy)ethyl]amino}pentanoic acid N[C@@H](CCC(=O)O)C(NCCO[C@@H]1[C@@H](O)[C@@H](O[C@@H]2[C@@H](O)[C@@H](O)[C@H](O)[C@H](O2)CO)[C@H](O)[C@H](O1)CO[C@@H]1[C@@H](O)[C@@H](O)[C@H](O)[C@H](O1)CO)=O